C(C)(C)(C)OC(=O)N[C@@H]1C[C@H](CC1)NC1=NC=C(C(=N1)C1=CNC2=C(C(=CC=C12)C(=O)OC)P(=O)(C)C)C(F)(F)F methyl 3-(2-(((1S,3S)-3-((t-butyloxycarbonyl)amino)cyclopentyl)amino)-5-(trifluoromethyl)pyrimidin-4-yl)-7-(dimethylphosphoryl)-1H-indole-6-carboxylate